FC1(CN(CC1)C1=NC(=C2C(=N1)N(N=C2)C2=CC=CC=C2)N)F 6-(3,3-difluoropyrrolidin-1-yl)-1-phenyl-1H-pyrazolo[3,4-d]pyrimidin-4-amine